O1CCC(CC1)SCC1=NC2=CC=CC=C2C(N1)=O.[O].[Ti].[Fe] iron-titanium oxygen 2-(((tetrahydro-2H-pyran-4-yl)thio)methyl)quinazolin-4(3H)-one